BrC=1C=C(C=2N(C1)N=CC2C#N)N2CCC(CC2)(C(=O)OCC)C Ethyl 1-(6-bromo-3-cyanopyrazolo[1,5-a]pyridin-4-yl)-4-methylpiperidine-4-carboxylate